(S)-2-(4-Chloro-benzenesulfonylamino)octanedioic acid ClC1=CC=C(C=C1)S(=O)(=O)N[C@H](C(=O)O)CCCCCC(=O)O